(-)-1-{[2-oxo-4-(3,4,5-trifluorophenyl)pyrrolidin-1-yl]methyl}-1H-imidazole-4-carbonitrile O=C1N(CC(C1)C1=CC(=C(C(=C1)F)F)F)CN1C=NC(=C1)C#N